COC=1C=C(C=CC1OC)CC[C@@H](O)C=1C=C(OCCNC(OC(C)(C)C)=O)C=CC1 tert-Butyl N-[2-[3-[(1R)-3-(3,4-dimethoxyphenyl)-1-hydroxy-propyl]phenoxy]ethyl]carbamate